3-(4-bromo-2-fluorophenyl)-2-ethyl-7-fluoro-6-iodoquinazolin-4(3H)-one BrC1=CC(=C(C=C1)N1C(=NC2=CC(=C(C=C2C1=O)I)F)CC)F